C1(CC1)C#C[C@@]1(C2=C(NC(O1)=O)C=C(C=C2)CO)C(C)(F)F (R)-4-(cyclopropylethynyl)-4-(1,1-difluoroethyl)-7-hydroxymethyl-1,4-dihydro-2H-benzo[d][1,3]oxazin-2-one